C(C)OC(CCN(C(=O)OC(C)(C)C)CCC=C)=O.COC1=CC=C(C(=N1)C)C=O (6-methoxy-2-methyl-3-pyridinyl)methanone ethyl-3-[(but-3-en-1-yl)[(tert-butoxy)carbonyl]amino]propanoate